CC1(CN(C1)C=1C=CC2=C(C1)[Si]1(CCCCC1)C1=C(C23OC(C2=CC=C(C=C23)C(=O)OC(C)(C)C)=O)C=CC(=C1)N1CC(C1)(C)C)C tert-butyl 3',7'-bis(3,3-dimethylazetidin-1-yl)-3-oxo-3H-dispiro[isobenzofuran-1,10'-dibenzo[b,e]siline-5',1''-silinane]-6-carboxylate